ClC=1C=C(C=2N(N1)C=CN2)[C@@H]2[C@H](C2)C2=CC=C(C=C2)OCC(F)F 6-chloro-8-((1S,2S)-2-(4-(2,2-difluoroethoxy)phenyl)cyclopropyl)imidazo[1,2-b]pyridazine